1-(2-(benzyloxy)-5-bromophenyl)-2,2-difluoroethan-1-ol C(C1=CC=CC=C1)OC1=C(C=C(C=C1)Br)C(C(F)F)O